Piperazinedione-carbonyl-D-phenylglycyl-glycine N1(C(C(NCC1)=O)=O)C(=O)N[C@H](C1=CC=CC=C1)C(=O)NCC(=O)O